CN(C)CC1CCC2(CC1)OC1=C(O2)C(=C(C=C1C=1N=COC1)C(=O)NCC=1C(NC(=CC1SC)C)=O)C 4'-[(dimethylamino)methyl]-7-methyl-N-{[6-methyl-4-(methylsulfanyl)-2-oxo-1H-pyridin-3-yl]methyl}-4-(1,3-oxazol-4-yl)spiro[1,3-benzodioxole-2,1'-cyclohexane]-6-carboxamide